FC(COC=1N=CC(=NC1)/C(=C/C=1C=CC(=C(C1)[C@@]12N=C(SC[C@@H]1CN(C2)C2=NC=C(C=N2)F)N)F)/F)F (4aR,7aS)-7a-(5-((Z)-2-(5-(2,2-Difluoroethoxy)pyrazin-2-yl)-2-fluorovinyl)-2-fluorophenyl)-6-(5-fluoropyrimidin-2-yl)-4,4a,5,6,7,7a-hexahydropyrrolo[3,4-d][1,3]thiazin-2-amin